N-((4-methoxyphenyl)sulfonyl)-3-methyl-N-(naphthalen-1-yl)but-2-enamide COC1=CC=C(C=C1)S(=O)(=O)N(C(C=C(C)C)=O)C1=CC=CC2=CC=CC=C12